bis(2-hydroxyethyl)amino(tris-hydroxymethyl)methane OCCC(C(O)(O)O)(N)CCO